FC(C(=O)O)(F)F.COC=1C(=CC(=C(C1)N1CCC(CC1)N1CCN(CC1)C(CC1CNCC1)=O)C=1C=NN(C1)C)[N+](=O)[O-] 1-(4-(1-(5-methoxy-2-(1-methyl-1H-pyrazol-4-yl)-4-nitrophenyl)piperidin-4-yl)piperazin-1-yl)-2-(pyrrolidin-3-yl)ethan-1-one trifluoroacetate